N,N'-Bis(hydroxyethyl)ethylenediamine OCCNCCNCCO